CC1=NC(=CC=C1CC(=O)N)C(F)(F)F (2-methyl-6-(trifluoromethyl)pyridin-3-yl)acetamide